7-(4-acryloyl-3-oxopiperazin-1-yl)-9-chloro-10-(2,4-difluorophenyl)-2,3-dihydro-5H-[1,4]thiazino[2,3,4-ij]quinazolin-5-one C(C=C)(=O)N1C(CN(CC1)C1=NC(N2C3=C(C(=C(C=C13)Cl)C1=C(C=C(C=C1)F)F)SCC2)=O)=O